1-(4-(benzylamino)-8-(2-(4-methylpiperazin-1-yl)ethoxy)-5,6,7,8-tetrahydroquinazolin-2-yl)-2-methyl-indole-4-carboxamide C(C1=CC=CC=C1)NC1=NC(=NC=2C(CCCC12)OCCN1CCN(CC1)C)N1C(=CC=2C(=CC=CC12)C(=O)N)C